5-Bromo-2-[2-[3-(trifluoromethyl)-5-isoxazolyl]-3-chlorophenoxy]pyrimidine BrC=1C=NC(=NC1)OC1=C(C(=CC=C1)Cl)C1=CC(=NO1)C(F)(F)F